FC(O[C@H](CNC(OC(C)(C)C)=O)C)F tert-butyl (S)-(2-(difluoromethoxy)propyl)carbamate